CC=1C(=C2C=CN=C(C2=CC1)C(C)=O)[N+](=O)[O-] 1-(6-methyl-5-nitroisoquinolin-1-yl)ethanone